NC1=CC(=CC(=N1)C=1C(=C2[C@H](N(C(C2=CC1)=O)C1C(NC(CC1)=O)=O)C)F)C(F)(F)F 3-((R)-5-(6-amino-4-(trifluoromethyl)pyridin-2-yl)-4-fluoro-3-methyl-1-oxoisoindolin-2-yl)piperidine-2,6-dione